CC1([C@H](CC=2C(=NC=C(C2)C2=NC(=NO2)C=2OC=CN2)O1)O)C (3S)-2,2-dimethyl-6-(3-oxazol-2-yl-1,2,4-oxadiazol-5-yl)-3,4-dihydropyrano[2,3-b]pyridin-3-ol